2-(di-(octyloxy)phosphino)-2-hydroxypropionic acid C(CCCCCCC)OP(C(C(=O)O)(C)O)OCCCCCCCC